COC1=CC2=C(N=CC3(N(C4=CC=CC(=C4C3(C)C)CC)O)O2)C=C1 7-methoxy-1'-hydroxy-ethyl-3',3'-dimethyl-spiro[2H-1,4-benzoxazine-2,2'-indoline]